2-methyl-6-[1-(pyridin-2-ylmethyl)-1H-indole-3-carboxamido]benzoic acid CC1=C(C(=O)O)C(=CC=C1)NC(=O)C1=CN(C2=CC=CC=C12)CC1=NC=CC=C1